FC1(CC(C1)C1=NN(C(=C1C(C)C)NC(O[C@H](C(F)(F)F)C)=O)C)F (S)-1,1,1-trifluoropropan-2-yl (3-(3,3-difluorocyclobutyl)-4-isopropyl-1-methyl-1H-pyrazol-5-yl)carbamate